BrC1=CC(=CC=C1COC1=CNNC1)OC 6-bromo-4-((4-methoxybenzyl)oxy)pyrazoline